COC(=O)C1=CC2=C(N=C(S2)N)C2=C1CCO2.CC2=C(C(CC=C2)(C)C)C(=O)OCC ETHYL 2,6,6-TRIMETHYL-1,3-CYCLOHEXADIENE-1-CARBOXYLATE methyl-2-amino-6,7-dihydrobenzofuro[7,6-d]thiazole-5-carboxylate